4-n-butyl-N-(4-methoxyphenyl)-N-phenylaniline C(CCC)C1=CC=C(N(C2=CC=CC=C2)C2=CC=C(C=C2)OC)C=C1